4-amino-2,6-dichloro-benzenethiol NC1=CC(=C(C(=C1)Cl)S)Cl